N-(4-fluoro-3-(trifluoromethyl)phenyl)-5-methylene-5,6,9,10-tetrahydro-4H-isoxazolo[3,4-c]pyrido[4',3':3,4]pyrazolo[1,5-a]azepine-11(12H)-carboxamide FC1=C(C=C(C=C1)NC(=O)N1CC=2C(=NN3C2C=2C(CC(C3)=C)=CON2)CC1)C(F)(F)F